rel-N-[(1R)-1-(6-Cyano-4-methylpyridazin-3-yl)ethyl]-2-(5,6-difluoro-2-oxo-1,4-dihydroquinazolin-3-yl)acetamide C(#N)C1=CC(=C(N=N1)[C@@H](C)NC(CN1C(NC2=CC=C(C(=C2C1)F)F)=O)=O)C |o1:8|